2-cyclopentyl-6,7-dihydrooxazolo[5,4-d]pyrrolo[1,2-a]pyrimidin-9(5H)-one C1(CCCC1)C=1OC=2N=C3N(C(C2N1)=O)CCC3